5-CHLORo-4-HYDROXY-1-METHYL-2-OXO-N-PHENYL-CHINOLIN-3-CARBOXAMID ClC1=C2C(=C(C(N(C2=CC=C1)C)=O)C(=O)NC1=CC=CC=C1)O